ClC1=CC(=NC(=C1)Cl)B(O)O 4,6-DICHLORO-PYRIDINE-2-BORONIC ACID